N-(2,3-dioxopropyl)-N-methyl-5-(2-oxohexahydro-1H-thieno[3,4-d]imidazol-4-yl)pentanamide O=C(CN(C(CCCCC1SCC2NC(NC21)=O)=O)C)C=O